COC1=CC=CC=2C(C3=CC=CC=C3SC12)=O 4-methoxythioxanthone